2-(5-Cyclopropyl-1,2,4-oxadiazol-3-yl)ethan-1-amine C1(CC1)C1=NC(=NO1)CCN